(hydroxymethyl)-3-(oxetan-2-ylmethyl)imidazo[1,2-a]pyridine-6-carboxylic acid methyl ester COC(=O)C=1C=CC=2N(C1)C(=C(N2)CO)CC2OCC2